tris(3,4-dicyanophenoxy)-boroxine C(#N)C=1C=C(OB2OB(OB(O2)OC2=CC(=C(C=C2)C#N)C#N)OC2=CC(=C(C=C2)C#N)C#N)C=CC1C#N